ClC1=CC=C2C=CC(=CC2=C1)S(=O)(=O)Cl 7-chloro-2-naphthalenesulfonyl chloride